2-(3-chlorophenyl)-2H-indazole-7-carboxamide ClC=1C=C(C=CC1)N1N=C2C(=CC=CC2=C1)C(=O)N